FC(C=1C(=C(C=CC1)[C@@H](C)NC=1C2=C(N=C(N1)C)C=NC(=C2)N2C[C@@H](CCC2)C(=O)NC)F)F |&1:24| (3RS)-1-[4-({(1R)-1-[3-(difluoromethyl)-2-fluorophenyl]ethyl}amino)-2-methylpyrido[3,4-d]pyrimidin-6-yl]-N-methylpiperidine-3-carboxamide